2-(4,6-dimethoxypyrimidin-5-yl)pyrido[2,3-d]pyrimidin-7-one COC1=NC=NC(=C1C=1N=CC=2C(N1)=NC(CC2)=O)OC